[N+](=O)([O-])C1=CC=C(C=C1)C(C(C(=O)OC)=O)C=O methyl 4-nitrophenyl-2,4-dioxobutyrate